N=1C=C(N2C1C=NC=C2)CN2CC(C1=CC=C(C=C21)C(=O)NC2=CC(=CC=C2)C(F)(F)F)C 1-(Imidazo[1,2-a]pyrazin-3-ylmethyl)-3-methyl-N-(3-(trifluoromethyl)phenyl)indolin-6-carboxamid